N1(CCNCC1)[C@@H]1C=2C(NCC1)=C(N(N2)C2=CC=C(C=C2)OC2=CC=C(C=C2)OC(F)(F)F)C(=O)N (7S)-7-(piperazin-1-yl)-2-{4-[4-(trifluoromethoxy)phenoxy]phenyl}-4,5,6,7-tetrahydro-2H-pyrazolo[4,3-b]pyridine-3-carboxamide